ClC1=C(OCC2=NC=CC(=C2)O[C@@H]2C[C@@H](N(CC2)CC2=NC3=C(N2C[C@H]2OCC2)C=C(C=C3)C(=O)O)C)C=CC(=C1)Cl 2-{[(2S,4S)-4-({2-[(2,4-dichlorophenoxy)methyl]pyridin-4-yl}oxy)-2-methylpiperidin-1-yl]methyl}-1-{[(2S)-oxetan-2-yl]methyl}-1H-1,3-benzodiazole-6-carboxylic acid